3-(4-((2,4-DIMETHOXYBENZYL)AMINO)-3-IODO-1H-PYRAZOLO[3,4-D]PYRIMIDIN-1-YL)TETRAHYDROTHIOPHENE 1,1-DIOXIDE COC1=C(CNC2=C3C(=NC=N2)N(N=C3I)C3CS(CC3)(=O)=O)C=CC(=C1)OC